6-chloro-3-fluoro-8-[(1S,2S)-2-phenylcyclopropyl]imidazo[1,2-b]pyridazine ClC=1C=C(C=2N(N1)C(=CN2)F)[C@@H]2[C@H](C2)C2=CC=CC=C2